OC=1C=C2CCC3(CCOCC3)[C@@H](C2=CC1)C1=CC=C(C=C1)N1CCC(CC1)CN1CCN(CC1)C=1C=C2CN(C(C2=CC1)=O)[C@@H]1C(NC(CC1)=O)=O (S)-3-(5-(4-((1-(4-((R)-6-hydroxy-2',3,3',4,5',6'-hexahydro-1H-spiro[Naphthalene-2,4'-pyran]-1-yl)phenyl)piperidin-4-yl)methyl)piperazin-1-yl)-1-oxoisoindolin-2-yl)Piperidine-2,6-dione